[P].N[C@@H](CC1=CNC=N1)C(=O)O histidine phosphorus